FC1=CC=C(CC2=CC(=NN2CC2=CC=C(C=C2)OCC(C)C)C2CCN(CC2)C)C=C1 4-(5-(4-fluorobenzyl)-1-(4-isobutoxybenzyl)-1H-pyrazol-3-yl)-1-methylpiperidine